COC(C1=CC=C(C=C1)N1C(CCC1)C1=C(C(=CC=C1)F)Cl)=O.C(#N)C=1C(=NN(C1C1=CC(=C(C=C1)OC)O)C1=CC=C(C=C1)S(=O)(=O)N)C(F)(F)F 4-[4-cyano-5-(3-hydroxy-4-methoxyphenyl)-3-(trifluoromethyl)-1H-pyrazol-1-yl]benzenesulfonamide methyl-4-(2-(2-chloro-3-fluoro-phenyl)pyrrolidin-1-yl)benzoate